((4-cyclopropyl-6-((3'-(4-cyclopropyl-5-((3-hydroxyazetidin-1-yl)methyl)picolinamido)-2,2'-dimethyl-[1,1'-biphenyl]-3-yl)carbamoyl)pyridin-3-yl)methyl)-D-serine C1(CC1)C1=C(C=NC(=C1)C(NC=1C(=C(C=CC1)C1=C(C(=CC=C1)NC(C1=NC=C(C(=C1)C1CC1)CN1CC(C1)O)=O)C)C)=O)CN[C@H](CO)C(=O)O